C(C)(C)(C)OC(/N=C\1/N(C(C[C@@](N1)(C)C1=C(C(=CC=C1)NC(=O)OCC1=CC=CC=C1)Cl)=O)[C@H]1C[C@H](C(CC1)(F)F)C)=O |&1:33,35| (NE)-N-{(4S)-4-[3-(Benzyloxycarbonylamino)-2-chlorophenyl]-1-[(1RS,3RS)-4,4-difluoro-3-methylcyclohexyl]-4-methyl-6-oxohexahydropyrimidin-2-ylidene}-carbamic acid tert-butyl ester